(S)-3-(5-(4-((1-(4-((1S,2R)-2-cyclohexyl-6-hydroxy-2-methyl-1,2,3,4-tetrahydronaphthalen-1-yl)phenyl)piperidin-4-yl)methyl)piperazin-1-yl)-1-oxoisoindolin-2-yl)piperidine-2,6-dione C1(CCCCC1)[C@@]1([C@H](C2=CC=C(C=C2CC1)O)C1=CC=C(C=C1)N1CCC(CC1)CN1CCN(CC1)C=1C=C2CN(C(C2=CC1)=O)[C@@H]1C(NC(CC1)=O)=O)C